O=C1C2=C(N=C(N1)[C@H]1[C@@H](CC1)C1=NC=CC=N1)N(N=C2C#N)[C@@H](C)C=2C=NC(=CC2)C(F)(F)F 4-oxo-6-((1R,2R)-2-(pyrimidin-2-yl)cyclobutyl)-1-((S)-1-(6-(trifluoromethyl)pyridin-3-yl)ethyl)-4,5-dihydro-1H-pyrazolo[3,4-d]pyrimidine-3-carbonitrile